ClC1=C(C=C(C(=O)N(C2=C(C=CC=C2)OCCOC2=NC=CC=C2)C)C=C1)C=1C=NC(=CC1C#N)C(F)(F)F 4-chloro-3-(4-cyano-6-trifluoromethyl-pyridin-3-yl)-N-methyl-N-{2-[2-(pyridin-2-yloxy)-ethoxy]-phenyl}-benzamide